NC1=NN=C(S1)SC1=CC=C(C=N1)C1(NC=C(C(=N1)NC1=C(C=CC=C1)S(=O)(=O)C(C)C)Cl)N 2-(6-((5-amino-1,3,4-thiadiazol-2-yl)thio)pyridin-3-yl)-5-chloro-N4-(2-(isopropylsulfonyl)phenyl)pyrimidine-2,4-diamine